C(CC)C(CCNC(CC(=O)O)CCC)CCC 3-(3-Propylhexylamino)hexanoic acid